CNC(=O)C=1C=NN2C1C=CC(=C2)C=2C=NN(C2)C N-methyl-6-(1-methyl-1H-pyrazol-4-yl)pyrazolo[1,5-a]pyridine-3-carboxamide